[Ru].[Ru].[Ru].C1(C=CC=C1)[Co]C1C=CC=C1 bis(cyclopentadienyl)cobalt (II) triruthenium